(R)-[6-(2,2-dimethyl-cyclopentyloxy)-pyridazin-4-yl]-(4-isopropyl-phenyl)-(3-methyl-azetidin-3-yl)-methanol CC1(C(CCC1)OC1=CC(=CN=N1)[C@](O)(C1(CNC1)C)C1=CC=C(C=C1)C(C)C)C